methyl 2-amino-5-(pentafluoro-λ6-sulfaneyl)benzoate NC1=C(C(=O)OC)C=C(C=C1)S(F)(F)(F)(F)F